C(C)(C)(C)C=1C=C(C=C(C1)C(C)(C)C)C1=C2C=C(C(C2=CC=2CCCC12)[Si](N)(C)C)C 1-(4-(3,5-di-tert-butylphenyl)-2-methyl-1,5,6,7-tetrahydro-s-indacenyl)-1,1-dimethylsilanamine